C(#C)C1=NC=C(C=C1)C=1CC(NCC1)C=1C=NC=CC1 2-ethynyl-5-[2-(3-pyridyl)-1,2,3,6-tetrahydropyridin-4-yl]pyridine